O1CCN(CC1)C=1C=C(C=2C(=NON2)C1)NC1CCC(CC1)NC1=NC=CC=N1 N1-(6-morpholinobenzo[c][1,2,5]oxadiazol-4-yl)-N4-(pyrimidin-2-yl)cyclohexane-1,4-diamine